(S)-tert-Butyl (1-(4-(7-cyanoquinolin-4-yl)-2-(trifluoromethyl)phenoxy)-2,4-dimethylpentan-2-yl)carbamate C(#N)C1=CC=C2C(=CC=NC2=C1)C1=CC(=C(OC[C@@](CC(C)C)(C)NC(OC(C)(C)C)=O)C=C1)C(F)(F)F